F[C@]1(C(O[C@@H]([C@H]1O)CO)Cl)C (2R)-2-deoxy-2-fluoro-2-methyl-D-ribofuranosyl chloride